6-[3-bromo-4-(2,2-difluoro-3-hydroxypropoxy)-2-fluorophenyl]-5-methyl-4,5-dihydro-2H-pyridazine BrC=1C(=C(C=CC1OCC(CO)(F)F)C=1C(CCNN1)C)F